aluminum tris-(diethylphosphinate) C(C)P([O-])(=O)CC.C(C)P([O-])(=O)CC.C(C)P([O-])(=O)CC.[Al+3]